2-(3-bromo-5-(3-meth-ylbenzoyloxy)benzylideneamino)-3-(4-hydroxyphenyl)propanoic acid BrC=1C=C(C=NC(C(=O)O)CC2=CC=C(C=C2)O)C=C(C1)OC(C1=CC(=CC=C1)C)=O